C(C)C1=C(C(=O)N2CCC(CC2)C2=C(C#N)C=CC=C2)C=C(C(=C1)C)C1=NN=C(N1)C(COC)C (1-(2-ethyl-5-(5-(1-methoxypropan-2-yl)-4H-1,2,4-triazol-3-yl)-4-methylbenzoyl)piperidin-4-yl)benzonitrile